(1S,2S)-N-(5-(5-chloro-7-((2-cyanopropan-2-yl)amino)-6-fluoro-1H-indazol-4-yl)pyrazolo[1,5-a]pyridin-2-yl)-2-fluorocyclopropane-1-carboxamide ClC=1C(=C2C=NNC2=C(C1F)NC(C)(C)C#N)C1=CC=2N(C=C1)N=C(C2)NC(=O)[C@H]2[C@H](C2)F